C(#C)C1=CC(=NC=2N=C(N=CC21)NC2=CC=C(C=C2)N2CCN(CC2)C)NC(=O)NCC=2N(C=NC2)C 1-(5-ethynyl-2-{[4-(4-methylpiperazin-1-yl)phenyl]amino}pyrido[2,3-d]pyrimidin-7-yl)-3-[(3-methylimidazol-4-yl)methyl]urea